CN(C(=S)S(=O)(=O)CCCCCCCCCCC(=O)O)C 11-{[(dimethylamino)thiocarbonyl]sulfonyl}undecanoic acid